(3R)-3-(4-chlorophenyl)-2-[(5-chloropyrimidin-2-yl)methyl]-4-fluoro-6-[(1S)-1-hydroxy-1-(1-methylpiperidin-4-yl)propyl]-3-methoxy-2,3-dihydro-1H-isoindol-1-one ClC1=CC=C(C=C1)[C@@]1(N(C(C2=CC(=CC(=C12)F)[C@](CC)(C1CCN(CC1)C)O)=O)CC1=NC=C(C=N1)Cl)OC